FC(COC1=NC=CC(=C1)CN)F [2-(2,2-difluoroethoxy)pyridin-4-yl]methylamine